N1=CN=CC2=C1NC(C21CC1)=O spiro[cyclopropane-1,5'-pyrrolo[2,3-d]pyrimidin]-6'(7'H)-one